FC=1C=C(C#N)C=C(C1)[C@@H]1CC=NN1C(=O)N1CC(C1)OC1=CC(=NC=C1F)C=1C(=NN(C1C)C)C (S)-3-fluoro-5-(1-(3-((5-fluoro-2-(1,3,5-trimethyl-1H-pyrazol-4-yl)pyridin-4-yl)oxy)azetidine-1-carbonyl)-4,5-dihydro-1H-pyrazol-5-yl)benzonitrile